trans-N-(2-(2-(4-chlorobenzyl)-5-(3,5-difluorobenzyl)-3-oxo-2,3,4,5,6,7-hexahydro-1H-pyrazolo[4,3-c]pyridin-1-yl)ethyl)-2-(hydroxymethyl)cyclopropane-1-carboxamide ClC1=CC=C(CN2N(C3=C(CN(CC3)CC3=CC(=CC(=C3)F)F)C2=O)CCNC(=O)[C@H]2[C@@H](C2)CO)C=C1